COC1=C(C2=C(C=C1)C(=O)C(=C(O2)C3=CC(=C(C=C3O)OC)OC)OC)OC The molecule is a pentamethoxyflavone that is flavone substituted by methoxy groups at positions 3, 7, 8, 4' and 5' and a hydroxy group at position 2'. It has been isolated from Mimosa diplotricha. It has a role as a plant metabolite. It is a pentamethoxyflavone and a monohydroxyflavone. It derives from a flavone.